[N+](=O)([O-])C1=CC=C(C=C1)N1CCC(CC1)CN1CCC2(CC(C2)NC(OCC2=CC=CC=C2)=O)CC1 benzyl (7-((1-(4-nitrophenyl)piperidin-4-yl)methyl)-7-azaspiro[3.5]nonan-2-yl)carbamate